FC=1C(=C(C=CC1F)C(=O)N1CC(C1)(O)[C@H](C)NC([C@@](C(F)(F)F)(C1=CC=CC=C1)OC)=O)NC1=C(C=C(C=C1)I)F (2R)-N-{(1S)-1-[1-({3,4-difluoro-2-[(2-fluoro-4-iodophenyl)amino]phenyl}carbonyl)-3-hydroxyazetidin-3-yl]ethyl}-3,3,3-trifluoro-2-(methyloxy)-2-phenylpropanamide